1-butenyl-3-methylimidazolium bis(trifluoromethanesulfonyl)imide salt [N-](S(=O)(=O)C(F)(F)F)S(=O)(=O)C(F)(F)F.C(=CCC)N1C=[N+](C=C1)C